1-ethyl-3-methylimidazole bis(trifluoromethanesulfonimide) salt [N-](S(=O)(=O)C(F)(F)F)S(=O)(=O)C(F)(F)F.[N-](S(=O)(=O)C(F)(F)F)S(=O)(=O)C(F)(F)F.C(C)N1CN(C=C1)C